methyl 2-azido-4-bromo-benzoate N(=[N+]=[N-])C1=C(C(=O)OC)C=CC(=C1)Br